ClC=1C(=C(C=NC1Cl)NC(OC(C)(C)C)=O)C(O)C1=C(C=CC=C1F)F tert-butyl (5,6-dichloro-4-((2,6-difluorophenyl)(hydroxy)methyl)pyridin-3-yl)carbamate